BrC1=NN(C2=CC(=C(C=C12)C=C(C)F)Cl)C1OCCCC1 Bromo-6-chloro-5-(2-fluoroprop-1-en-1-yl)-1-(tetrahydro-2H-pyran-2-yl)-1H-indazole